C(C)(C)(C)OC(=O)NC1CCC(CC1)(C)OS(=O)(=O)C methanesulfonic acid 4-((tert-butoxycarbonyl) amino)-1-methylcyclohexyl ester